COCCN1CCC2=CC(=CC=C12)NC=1N=C(C2=C(N1)NC=C2)OC2=CC(=CC=C2)[N+](=O)[O-] N-(1-(2-methoxyethyl)indolin-5-yl)-4-(3-nitrophenoxy)-7H-pyrrolo[2,3-d]pyrimidin-2-amine